FC=1C=CC2=C(C=C(CO2)C2=NOC(=N2)C2=C(C=CC(=C2)[N+](=O)[O-])Cl)C1 3-(6-fluoro-2H-benzopyran-3-yl)-5-(2-chloro-5-nitrophenyl)-1,2,4-oxadiazole